(2-methoxy-4-(4-methyl-1-piperazinyl)phenyl)amino-6-phenyl-7(8H)pteridinone COC1=C(C=CC(=C1)N1CCN(CC1)C)NC1=NC=2NC(C(=NC2C=N1)C1=CC=CC=C1)=O